(S)-2-((1-(1-(difluoromethyl)-1H-pyrazole-3-carbonyl)azetidin-3-yl)amino)-7-isopropyl-4,8-dimethyl-7,8-dihydropteridin-6(5H)-one FC(N1N=C(C=C1)C(=O)N1CC(C1)NC1=NC=2N([C@H](C(NC2C(=N1)C)=O)C(C)C)C)F